(S)-2-amino-2-(3-chloro-5-fluorophenyl)ethanol hydrochloride Cl.N[C@H](CO)C1=CC(=CC(=C1)F)Cl